C(C1=CC=CC=C1)N(C1=CC=C(C(=N1)F)C=1NC(=C(N1)F)[C@@H]1CCC2=CC(=CC(N12)=O)B1OC(C(O1)(C)C)(C)C)CC1=CC=CC=C1 (4e)-(3S)-3-{2-[6-(Dibenzylamino)-2-fluoro-3-pyridinyl]-4-fluoro-1H-imidazol-5-yl}-7-(4,4,5,5-tetramethyl-1,3,2-dioxaborolan-2-yl)-2,3-dihydro-5(1H)-indolizinone